6-(4-(4-fluorophenyl)-1-(2-hydroxypropyl)-1H-imidazol-5-yl)imidazo[1,2-a]pyridine-3-carboxamide FC1=CC=C(C=C1)C=1N=CN(C1C=1C=CC=2N(C1)C(=CN2)C(=O)N)CC(C)O